3-((2-Phenyl-1H-benzimidazol-5-yl)carbamoyl)benzoic acid methyl ester COC(C1=CC(=CC=C1)C(NC1=CC2=C(NC(=N2)C2=CC=CC=C2)C=C1)=O)=O